4-((1-(4-(5-Amino-2-(2-aminopyridin-3-yl)-3H-imidazo[4,5-b]pyridin-3-yl)benzyl)piperidin-4-yl)amino)pyrimidine-2-carbonitrile NC1=CC=C2C(=N1)N(C(=N2)C=2C(=NC=CC2)N)C2=CC=C(CN1CCC(CC1)NC1=NC(=NC=C1)C#N)C=C2